Benzyl 4-methyl-3-nitro-6,7-dihydropyrazolo[1,5-a]pyrazine-5(4H)-carboxylate CC1C=2N(CCN1C(=O)OCC1=CC=CC=C1)N=CC2[N+](=O)[O-]